N-(4-((4,4-difluorotetrahydrofuran-3-yl)oxy)-3-fluorophenyl)-2-(5-azaspiro[2.4]heptan-5-yl)-5-(2,2,2-trifluoroethyl)oxazole-4-carboxamide FC1(C(COC1)OC1=C(C=C(C=C1)NC(=O)C=1N=C(OC1CC(F)(F)F)N1CC2(CC2)CC1)F)F